(S)-N-(4-(4-amino-1-methyl-7-(pyridin-3-yl)-1H-pyrazolo[4,3-c]pyridin-3-yl)-2-(1-(4-fluorophenyl)ethoxy)phenyl)-1,1-difluoromethanesulfonamide NC1=NC=C(C2=C1C(=NN2C)C2=CC(=C(C=C2)NS(=O)(=O)C(F)F)O[C@@H](C)C2=CC=C(C=C2)F)C=2C=NC=CC2